The molecule is a member of the class of indoles that is indoline with hydroxy substituents at positions 3,5 and 6. It is a member of indoles and a member of catechols. It derives from a hydride of an indoline. C1C(C2=CC(=C(C=C2N1)O)O)O